bis(acrylic acid) aluminum monochloride [Al]Cl.C(C=C)(=O)O.C(C=C)(=O)O